N-[(R)-(3-methoxynaphthalen-2-yl)(piperidin-4-yl)methyl]2-methylpropane-2-sulfinamide COC=1C(=CC2=CC=CC=C2C1)[C@H](NS(=O)C(C)(C)C)C1CCNCC1